CN(CCCCCCCCCCCC)C dimethyl-(dodecyl)amine